C(=O)(O)C(CC=1C=C(CN(CC=2C3=C(SC2)C=CC(=C3)CC(C(=O)O)C3CNCC3)CC=3C2=C(SC3)C=CC(=C2)CC(C(=O)O)C2CNCC2)C=CC1)C1CNCC1 3,3'-((((3-(2-carboxy-2-(pyrrolidin-3-yl)ethyl)benzyl)azanediyl)bis(methylene))bis(benzo[b]thiophene-3,5-diyl))bis(2-(pyrrolidin-3-yl)propanoic acid)